C1(CC1)C=1N=CC=2C=C3C(=C(C2C1)S(=O)(=O)NCC(C)(C)F)C[C@@H](C3)NC=3C=NC(=CC3)N3N=CN=C3 (7R)-3-cyclopropyl-N-(2-fluoro-2-methylpropyl)-7-[[6-(1,2,4-triazol-1-yl)pyridin-3-yl]amino]-7,8-dihydro-6H-cyclopenta[g]isoquinoline-5-sulfonamide